4-(4-Hydroxy-3-methylphenyl)-2-methoxyl-quinoline OC1=C(C=C(C=C1)C1=CC(=NC2=CC=CC=C12)OC)C